S1C=NC2=C1C=CC(=C2)CNC(=O)[C@H]2CN(CCC2)C=2C=1C(N=CN2)=NN(C1)C1=CC=C(C=C1)C(F)(F)F (R)-N-(benzo[d]thiazol-5-ylmethyl)-1-(2-(4-(trifluoromethyl)phenyl)-2H-pyrazolo[3,4-d]pyrimidin-4-yl)piperidine-3-carboxamide